2-{3-[(4-methane-sulfonyl-2-methoxy-phenyl)amino]prop-1-yn-1-yl}-N-[(1R,4R)-4-{2-azaspiro[3.3]heptan-2-yl}cyclohexyl]-1-(2,2,2-trifluoroethyl)-1H-indol-4-amine CS(=O)(=O)C1=CC(=C(C=C1)NCC#CC=1N(C=2C=CC=C(C2C1)NC1CCC(CC1)N1CC2(C1)CCC2)CC(F)(F)F)OC